ClC1=C(C(=O)NC=2C=C3C(=CNC3=CC2)C2CCN(CC2)C(C)CCC)C=CC=C1 5-(2-chlorobenzoyl)amino-3-(1-(2-pentyl)piperidin-4-yl)-1H-indole